2-(6-(3-(4-chlorobenzyl)ureido)spiro[3.3]heptan-2-yl)acetic acid ClC1=CC=C(CNC(NC2CC3(CC(C3)CC(=O)O)C2)=O)C=C1